C(=O)(OC(C)(C)C)NCC1=CC(=C(C(=O)O)C=C1)[N+](=O)[O-] 4-(N-Boc-aminomethyl)-2-nitrobenzoic acid